O=C1CC[C@H](N1C(=O)OC(C)(C)C)C(=O)OC(C)(C)C di-tert-butyl (2S)-5-oxopyrrolidine-1,2-dicarboxylate